FC1=CC=C(CN2C(\C(\C3=CC=CC=C23)=C/C=2NC(=CC2C)C)=O)C=C1 (Z)-1-(4-fluorobenzyl)-3-((3,5-dimethyl-1H-pyrrol-2-yl)methylene)-2-indolone